COC(=O)[C@@H]1C[C@H](CCC1)OC=1C(=NC(=NC1)C=1SC(=CC1C=O)Cl)C (1S,3S)-3-((2-(5-chloro-3-formylthiophene-2-yl)-4-methylpyrimidin-5-yl)oxy)cyclohexane-1-carboxylic acid methyl ester